N1C(=NC2=C1C=CC=C2)CNC2=C1N=CN(C1=NC(=N2)N)CC(=O)NC2=CC(=NN2CC)C 2-(6-(((1H-benzo[d]imidazol-2-yl)methyl)amino)-2-amino-9H-purin-9-yl)-N-(1-ethyl-3-methyl-1H-pyrazol-5-yl)acetamide